FC=1C(=NC=NC1N(CC1=CC=C(C=C1)C(F)(F)F)C1CC(C1)F)NC[C@@H]1[C@H](CN(CC1)CC(=O)N)O ((3R,4R)-4-(((5-fluoro-6-(((1r,3S)-3-fluorocyclobutyl)(4-(trifluoromethyl)benzyl)amino)pyrimidin-4-yl)amino)methyl)-3-hydroxypiperidin-1-yl)acetamide